ClC=1N(C(C2=CC(=CC(=C2C1)[C@@H](C)NC1=C(C=C(C=C1)F)S(=O)(=O)C)C)=O)C (R)-3-chloro-5-(1-((4-fluoro-2-(methylsulfonyl)phenyl)amino)ethyl)-2,7-dimethylisoquinolin-1(2H)-one